1-(2,4-Difluorophenyl)-3-(4-fluorophenyl)-N-(5-hydroxy-4,4-dimethylpentyl)-5-methyl-4-(thiophen-3-yl)-4,5-dihydro-1H-pyrazole-5-carboxamide FC1=C(C=CC(=C1)F)N1N=C(C(C1(C(=O)NCCCC(CO)(C)C)C)C1=CSC=C1)C1=CC=C(C=C1)F